4-((3,3-difluoropiperidin-4-yl)methoxy)-5-fluoro-N-(4-morpholinophenyl)pyrimidin-2-amine FC1(CNCCC1COC1=NC(=NC=C1F)NC1=CC=C(C=C1)N1CCOCC1)F